O1CCN(CC1)C1=CC=C(C=C1)C1=CN=C(N1)C1=NNC2=CC=C(C=C12)C(=O)NCCCNC(OC(C)(C)C)=O tert-butyl (3-(3-(5-(4-morpholinophenyl)-1H-imidazol-2-yl)-1H-indazole-5-carboxamido)propyl)carbamate